9-(4-methoxyphenyl)-9H-xanthene COC1=CC=C(C=C1)C1C2=CC=CC=C2OC=2C=CC=CC12